N,2-dimethyl-4-phenylthiazole-5-carboxamide CNC(=O)C1=C(N=C(S1)C)C1=CC=CC=C1